2,4,7,10-tetraoxadodecan-12-ol COCOCCOCCOCCO